ClC1=NC=C(C=N1)OC1=C(C=C(C=C1Cl)[N+](=O)[O-])Cl 2-Chloro-5-(2,6-dichloro-4-nitrophenoxy)pyrimidine